(+)-5-(4-chloro-3-(methylsulfinylmethyl)phenylamino)-7-(cyclopropylamino)pyrazolo[1,5-a]Pyrimidine-3-carbonitrile ClC1=C(C=C(C=C1)NC1=NC=2N(C(=C1)NC1CC1)N=CC2C#N)CS(=O)C